C(C1=CC=CC=C1)N1N=CC(=C1)[C@@H]1O[C@@H](CC(C1)C1=NC2=NC(=C(N=C2C(=N1)C1=C(C=C(C=C1)F)F)C)C)C 2-[(2R,6R)-2-(1-benzylpyrazol-4-yl)-6-methyl-tetrahydropyran-4-yl]-4-(2,4-difluorophenyl)-6,7-dimethyl-pteridine